NC=1C=2N(C(=C(N1)C=1C=C(C#N)C=CC1)C1=NC=NC=C1)N=C(C2)C(=O)N2CCCCC2 3-(4-amino-2-(piperidine-1-carbonyl)-7-(pyrimidin-4-yl)pyrazolo[1,5-a]pyrazin-6-yl)benzonitrile